C(C)(C)(C)OC(NC1(CCN(CC1)C1=NC=C(C=C1)C=1C=2N(C=C(C1)C=1C=NN(C1)C)N=CC2C#N)C)=O (1-(5-(3-cyano-6-(1-methyl-1H-pyrazol-4-yl)pyrazolo[1,5-a]pyridin-4-yl)pyridin-2-yl)-4-methylpiperidin-4-yl)carbamic acid tert-butyl ester